O1CC(C1)OCC1=NC2=CC=C(C=C2C=C1)CN1C[C@H](CC1)OC=1C=C2CN(C(C2=CC1)=O)C1C(NC(CC1)=O)=O 3-(5-(((S)-1-((2-((Oxetan-3-yloxy)methyl)quinolin-6-yl)methyl)pyrrolidin-3-yl)oxy)-1-oxoisoindolin-2-yl)piperidine-2,6-dione